tert-butyl (4R)-3-[2-hydroxy-1-(hydroxymethyl) ethyl]-6-azaspiro[3.4]octane-6-carboxylate OCC(CO)C1CC[C@]12CN(CC2)C(=O)OC(C)(C)C